(R)-3-(6-(3-chloro-1H-pyrrolo[2,3-b]pyridin-5-yl)-2-(4-hydroxypiperidine-1-carbonyl)-1,2,3,4-Tetrahydroisoquinolin-8-yl)morpholine-4-carboxylic acid tert-butyl ester C(C)(C)(C)OC(=O)N1[C@@H](COCC1)C=1C=C(C=C2CCN(CC12)C(=O)N1CCC(CC1)O)C=1C=C2C(=NC1)NC=C2Cl